BrCCCCC1C2C=CC(C1)C2 5-(4-bromobutyl)bicyclo[2.2.1]hept-2-ene